(2R,3S)-2-(3-(7-chloro-1H-benzo[d]imidazol-1-yl)propyl)piperidin-3-ol dihydrochloride Cl.Cl.ClC1=CC=CC2=C1N(C=N2)CCC[C@H]2NCCC[C@@H]2O